C1OCC12CNC2 2-oxa-6-azaspiro[3.3]heptan